COC(=O)C=1C=NC(=CC1)C(=O)OC(C)(C)C Pyridine-3,6-dicarboxylic acid 6-tert-butyl 3-methyl ester